4-benzyl-7-(3-chlorobenzyl)-6,7,8,9-tetrahydropyrazolo[1,5-a]pyrido[3,4-e]pyrimidin-5(4H)-one C(C1=CC=CC=C1)N1C=2N(C3=C(C1=O)CN(CC3)CC3=CC(=CC=C3)Cl)N=CC2